5-isopropoxy-3-(6-piperazin-1-ylpyrimidin-4-yl)-1H-indazole C(C)(C)OC=1C=C2C(=NNC2=CC1)C1=NC=NC(=C1)N1CCNCC1